C(=O)(O)COCC1=C(C(=O)O)C=CC(=C1)Cl 2-((carboxymethoxy)methyl)-4-chlorobenzoic acid